CS(=O)(=O)O.O1[C@@H](CC1)CN (S)-oxetan-2-ylmethanamine methanesulfonate